O=C1NC(CCC1N1C(C2=CC=CC(=C2C1=O)OCCCCCCCCN1CCN(CC1)C1=CC=C(N=N1)C(=O)N1CCC(CC1)CCCCNC(\C=C\C=1C=NC=CC1)=O)=O)=O (E)-N-(4-(1-(6-(4-(8-((2-(2,6-dioxopiperidin-3-yl)-1,3-dioxoisoindolin-4-yl)oxy)octyl)piperazin-1-yl)pyridazine-3-carbonyl)piperidin-4-yl)butyl)-3-(pyridin-3-yl)acrylamide